FC1CC(N2N=C(N=C21)C(CC)F)C2=CC=CC=C2 7-Fluoro-2-(1-fluoropropyl)-5-phenyl-6,7-dihydro-5H-pyrrolo[1,2-b][1,2,4]triazol